6-chloro-N-(2-chloro-4-nitrophenyl)-2-(trifluoromethyl)-1H-benzo[d]imidazole-4-carboxamide ClC=1C=C(C2=C(NC(=N2)C(F)(F)F)C1)C(=O)NC1=C(C=C(C=C1)[N+](=O)[O-])Cl